tert-butyl 5-[(4-{[1-tert-butyl-4-cyano-3-(4-ethanesulfonamidophenyl)-1H-pyrazol-5-yl]amino}pyridin-2-yl)oxy]pentanoate C(C)(C)(C)N1N=C(C(=C1NC1=CC(=NC=C1)OCCCCC(=O)OC(C)(C)C)C#N)C1=CC=C(C=C1)NS(=O)(=O)CC